(S)-7-(3-chloro-4-fluorophenyl)-8-((2-(2-(dimethylamino)ethoxy)-3-hydroxypropyl)thio)-6-(trifluoromethyl)quinazoline-2,4(1H,3H)-dione ClC=1C=C(C=CC1F)C1=C(C=C2C(NC(NC2=C1SC[C@H](CO)OCCN(C)C)=O)=O)C(F)(F)F